OCC1CCN(CC1)CC1=C2C(=NC(=C1)C=1C=C3CN(C(C3=CC1)=O)C1C(NC(CC1)=O)=O)N(C=C2)C2COC2 3-(5-(4-((4-(hydroxymethyl)piperidin-1-yl)methyl)-1-(oxetan-3-yl)-1H-pyrrolo[2,3-b]pyridin-6-yl)-1-oxoisoindolin-2-yl)piperidine-2,6-dione